N-[1-(fluoromethyl)cyclopropyl]-3-(5-methyl-1,3,4-thiadiazol-2-yl)-2-oxo-1H-benzoimidazole-5-sulfonamide FCC1(CC1)NS(=O)(=O)C1=CC2=C(NC(N2C=2SC(=NN2)C)=O)C=C1